5-bromo-2-[2-(tert-butoxycarbonylamino)ethoxy]benzoic acid BrC=1C=CC(=C(C(=O)O)C1)OCCNC(=O)OC(C)(C)C